C12CN(CC(N1)C2)C2=CC=C(C=N2)N2N=CC1=CC(=CC=C21)O[C@H](C)C2=C(C=NC=C2Cl)Cl [6-(3,6-diazabicyclo[3.1.1]hept-3-yl)-3-pyridinyl]-5-[(1R)-1-(3,5-dichloro-4-pyridinyl)ethoxy]-1H-indazole